3-((6-phenylpyridazin-3-yl)amino)adamantane-1-carboxylic acid C1(=CC=CC=C1)C1=CC=C(N=N1)NC12CC3(CC(CC(C1)C3)C2)C(=O)O